ClCCC(=C(C1=CC=C(C=C1)O)C1=CC=C(C=C1)N1CCN(CC1)CC=1C(=C2C(N(C(C2=CC1)=O)C1C(NC(CC1)=O)=O)=O)F)C1=CC=C(C=C1)O 5-((4-(4-(4-chloro-1,2-bis(4-hydroxyphenyl)but-1-en-1-yl)phenyl)piperazin-1-yl)methyl)-2-(2,6-dioxopiperidin-3-yl)-4-fluoroisoindoline-1,3-dione